OC1=C(C=CC(=C1)C(CO)O)[O-].IC1=CC=C(C=C1)C1N(CCC(C1)N1C(NC2=C1C=CC(=C2)OC)=O)C(=O)N (4-iodophenyl)-4-(5-methoxy-2-oxo-2,3-dihydro-1H-1,3-benzodiazol-1-yl)piperidine-1-carboxamide 2-hydroxy-4-(1,2-dihydroxyethyl)phenolate